ClC1=CC=CC(=N1)CC1=NN2C(=NC(=C(C2=N1)C1=CC(=NC=C1)C)C1=CC=C(C=C1)F)N 2-[(6-Chloropyridin-2-yl)methyl]-7-(4-fluorophenyl)-8-(2-methylpyridin-4-yl)-[1,2,4]triazolo[1,5-c]pyrimidin-5-amine